C(C)(=O)N([C@@H](CCCCN)C(=O)N[C@@H](C(C)C)C(=O)N[C@@H](CCCNC(N)=O)C(=O)O)C(=O)OCC1C2=CC=CC=C2C=2C=CC=CC12 N2-acetyl-N-[(9H-fluoren-9-ylmethoxy)carbonyl]-L-lysyl-L-valyl-N5-carbamoyl-L-ornithine